C1(=CC=CC=C1)C1N(C#CCCCC1)C1=CC=CC=C1 diphenylazacyclooctyne